[2-(4-chlorobenzyl)-8-methyl-4,5-dihydro-2H-furo[2,3-g]indazol-7-yl](4-cyclohexylpiperazin-1-yl)methanone ClC1=CC=C(CN2N=C3C4=C(CCC3=C2)OC(=C4C)C(=O)N4CCN(CC4)C4CCCCC4)C=C1